S(=O)(=O)(OC(C)CCC)C1=CC=C(C)C=C1 2-Pentyl tosylate